tert-butyl N-(but-3-yn-1-yl)carbamate C(CC#C)NC(OC(C)(C)C)=O